phosphaphenanthren-6-one P1=CC=CC2=C3CC(C=CC3=CC=C12)=O